C(#N)C=1C=NN2C1C(=CC(=C2)OCC)C=2C=CC(=NC2)N2CCC(CC2)(CN2CCOCC2)NC(=O)C2(CC2)OC N-(1-(5-(3-cyano-6-ethoxypyrazolo[1,5-a]pyridin-4-yl)pyridin-2-yl)-4-(morpholinomethyl)piperidin-4-yl)-1-methoxycyclopropane-1-carboxamide